3,3',5,5'-tetramethylbiphenol CC1=C(C(=CC(=C1)C)O)C=1C(=CC(=CC1C)C)O